(3-(2-((4-sulfamoylphenyl)amino)-9-(tetrahydro-2H-pyran-2-yl)-9H-purin-6-yl)benzyl)carbamic acid tert-butyl ester C(C)(C)(C)OC(NCC1=CC(=CC=C1)C1=C2N=CN(C2=NC(=N1)NC1=CC=C(C=C1)S(N)(=O)=O)C1OCCCC1)=O